(S)-1-(5-((4-((4,4-dimethylcyclohexyl)methyl)-3-methylpiperazin-1-yl)methyl)pyrazolo[1,5-a]pyridin-3-yl)dihydropyrimidine-2,4(1H,3H)-dione CC1(CCC(CC1)CN1[C@H](CN(CC1)CC1=CC=2N(C=C1)N=CC2N2C(NC(CC2)=O)=O)C)C